C1(CC1)CNC[C@@H](C(=O)OC)O methyl (S)-3-((cyclopropylmethyl) amino)-2-hydroxypropionate